C(C)S(=O)(=O)C=1C(=NC=CC1)C(=O)O (E)-3-ethylsulfonyl-pyridine-2-carboxylic acid